[C@H]1(CCCC2=CC=CC=C12)NC=1C2=C(N=CN1)NC(=C2)C(F)(F)F N-[(1R)-tetrahydronaphthalen-1-yl]-6-(trifluoromethyl)-7H-pyrrolo[2,3-D]pyrimidin-4-amine